2-[2-[5-[(4,6-difluoro-1H-indol-5-yl)oxy]-2-fluoro-phenyl]-1H-imidazol-4-yl]ethanamine FC1=C2C=CNC2=CC(=C1OC=1C=CC(=C(C1)C=1NC=C(N1)CCN)F)F